N-phenethylbenzamide C(CC1=CC=CC=C1)NC(C1=CC=CC=C1)=O